N=1ON=C2C1C=CC(=C2)OC2=C(C=C(C=C2)NC=2C1=C(N=CN2)SC2=C1CCN(C2)C(=O)OC(C)(C)C)C tert-Butyl 4-((4-(benzo[c][1,2,5]oxadiazol-5-yloxy)-3-methylphenyl)amino)-5,6-dihydropyrido[4',3':4,5]thieno[2,3-d]pyrimidine-7(8H)-carboxylate